3-chloro-4-methoxy-N-[5-[5-(4-methylpiperazin-1-yl)-1H-benzimidazol-2-yl]-1H-pyrazol-3-yl]benzamide ClC=1C=C(C(=O)NC2=NNC(=C2)C2=NC3=C(N2)C=CC(=C3)N3CCN(CC3)C)C=CC1OC